ethyl 4-methoxyisoxazole-3-carboxylate COC=1C(=NOC1)C(=O)OCC